FC=1C=CC(=NC1)C(=O)NC1=CC2=CN(N=C2C=C1OC)C1CCC(CC1)C=O 5-Fluoro-N-[2-(4-formylcyclohexyl)-6-methoxy-indazol-5-yl]pyridine-2-carboxamide